methyl 4-bromo-2-[1-[3-(triazol-1-yl)propanoyl]-3,6-dihydro-2H-pyridin-5-yl]benzothiophene-6-carboxylate BrC1=CC(=CC2=C1C=C(S2)C2=CCCN(C2)C(CCN2N=NC=C2)=O)C(=O)OC